(1S)-2-(4-methoxyphenyl)-5-(1-((5-methylpyridin-3-yl)methyl)piperidin-3-yl)-2,4-dihydro-3H-1,2,4-triazol-3-one COC1=CC=C(C=C1)N1N=C(NC1=O)C1CN(CCC1)CC=1C=NC=C(C1)C